2-Hydroxypropylmethacrylat OC(COC(C(=C)C)=O)C